C(C)N[C@H](C(=O)OC(C)(C)C)CC1=CC=C(C=C1)C tert-butyl (2S)-2-(ethylamino)-3-(p-tolyl)propanoate